FC1=C(N=C(C2=C1N=C(N=C2N2C[C@@H](CCC2)O)S(=O)C)C)C2=C1C=NNC1=CC=C2C (3R)-1-(8-fluoro-5-methyl-7-(5-methyl-1H-indazol-4-yl)-2-(methylsulfinyl)pyrido[4,3-d]pyrimidin-4-yl)piperidin-3-ol